2',6'-bis(phenylamino)-[1,1'-biphenyl]-2-yl triflate O(S(=O)(=O)C(F)(F)F)C1=C(C=CC=C1)C1=C(C=CC=C1NC1=CC=CC=C1)NC1=CC=CC=C1